N-{(2S,3R,4S)-1-(cyclopropanecarbonyl)-4-fluoro-2-[(2-fluoro[1,1'-biphenyl]-3-yl)methyl]pyrrolidin-3-yl}methane-sulfonamide C1(CC1)C(=O)N1[C@H]([C@H]([C@H](C1)F)NS(=O)(=O)C)CC=1C(=C(C=CC1)C1=CC=CC=C1)F